Cl.C(C)C1=C(C2=C(C=N1)N=C(N2)C2=CC(=CN2)C(=O)C2=C(C=CC=C2)C(F)(F)F)F (5-(6-ethyl-7-fluoro-1H-imidazo[4,5-c]pyridin-2-yl)-1H-pyrrol-3-yl)(2-(trifluoromethyl)phenyl)methanone hydrochloride